2-chloro-N-[(3R,4S)-4-fluoro-1-(3-fluoropyridine-2-carbonyl)pyrrolidin-3-yl]benzamide ClC1=C(C(=O)N[C@@H]2CN(C[C@@H]2F)C(=O)C2=NC=CC=C2F)C=CC=C1